C(C)OC(=O)C1N=CC(N1CCCN1C(CCCC1)CC)(CCCCCCCCCCCCCCCCC)CCCCCCC\C=C/CCCCCCCC 3-[3-(2-ethyl-hexahydropyridin-1-yl)propyl]-4-[(8Z)-heptadec-8-enyl]-4-heptadecyl-3,4-dihydro-2H-imidazole-2-carboxylic acid ethyl ester